7-fluoro-3-iodo-6-[(2-methoxyethylamino)methyl]-8-methyl-chromen-4-one FC1=C(C=C2C(C(=COC2=C1C)I)=O)CNCCOC